2-chloro-6-methyl-5,6,7,8-tetrahydro-1,6-naphthyridine ClC1=NC=2CCN(CC2C=C1)C